C1(=CC=CC=C1)C=1C(=NC=CN1)C1=CC=CC=C1 DIPHENYLPYRAZINE